rel-2-((3R,4R)-4-(((6-(cyclobutyl((5-(trifluoromethyl)pyridin-2-yl)methyl)amino)-5-fluoropyrimidin-4-yl)amino)methyl)-3-hydroxypiperidin-1-yl)acetamide C1(CCC1)N(C1=C(C(=NC=N1)NC[C@@H]1[C@H](CN(CC1)CC(=O)N)O)F)CC1=NC=C(C=C1)C(F)(F)F |o1:13,14|